4-(3-fluorobenzyl)-N-((S)-5-methyl-7-(((R)-1-methyl-5-oxopyrrolidin-2-yl)methoxy)-4-oxo-2,3,4,5-tetrahydrobenzo[b][1,4]oxazepin-3-yl)-1H-pyrazole-1-carboxamide FC=1C=C(CC=2C=NN(C2)C(=O)N[C@@H]2C(N(C3=C(OC2)C=CC(=C3)OC[C@@H]3N(C(CC3)=O)C)C)=O)C=CC1